17-Methyl-17-heptatriacontanol CC(CCCCCCCCCCCCCCCC)(CCCCCCCCCCCCCCCCCCCC)O